BrC1=C(C=C(OC2=CC=C(C(=N2)C)[N+](=O)[O-])C=C1)C 6-(4-bromo-3-methylphenoxy)-2-methyl-3-nitropyridine